2,4-dichloro-7-hydroxyfuro[3,4-d]pyrimidin-5(7H)-one ClC=1N=C(C2=C(N1)C(OC2=O)O)Cl